1,3-dihydroxybenzenediglycidyl ether OC12C(C(=CC=C1)O)C1C(COCC3C2O3)O1